(4R,4'R)-2,2'-(cyclopentane-1,1-diyl)-bis(4-phenyl-4,5-dihydrooxazole) C1(CCCC1)(C=1OC[C@H](N1)C1=CC=CC=C1)C=1OC[C@H](N1)C1=CC=CC=C1